FC1=CC=C(CC=2N=CC(=NC2)C2OCCN(C2)C(CCN2N=CC3=CC=CC=C23)=O)C=C1 1-(2-(5-(4-fluorobenzyl)pyrazin-2-yl)morpholino)-3-(1H-indazol-1-yl)propan-1-one